N(=C=O)CC1(C2CC(C(C1)C2)CN=C=O)CCCN=C=O 2-isocyanatomethyl-2-(3-isocyanatopropyl)-5-isocyanatomethylbicyclo[2.2.1]-heptane